C[C@@H]1[C@@H](CCCC1)O cis-2-methylcyclohexanol